9-methoxy-6-(phenanthrolyl(phenyl)phosphinyl)benzofuro[3,2-b]pyridine COC1=CC=C(C2=C1C1=NC=CC=C1O2)P(=O)(C2=CC=CC=C2)C2=NC1=C3N=CC=CC3=CC=C1C=C2